O[C@H](C(=O)OCC=C)C allyl (S)-2-hydroxypropionate